3-ethynyl-1-methyl-piperidine C(#C)C1CN(CCC1)C